(3S)-3-[[3-acetyl-6-[6-[(6-methylpyridazin-3-yl)amino]benzimidazol-1-yl]-2-pyridinyl]oxy]pyrrolidine-1-carboxylic acid tert-butyl ester C(C)(C)(C)OC(=O)N1C[C@H](CC1)OC1=NC(=CC=C1C(C)=O)N1C=NC2=C1C=C(C=C2)NC=2N=NC(=CC2)C